methyl (2R,3S,3aS,6aS)-3-((fluoromethyl)sulfonamido)-2-((((1s,4S)-4-(3-fluorophenyl)-cyclohexyl)oxy)methyl)hexahydro-1H-furo[3,4-b]pyrrole-1-carboxylate FCS(=O)(=O)N[C@H]1[C@@H]2[C@H](N([C@H]1COC1CCC(CC1)C1=CC(=CC=C1)F)C(=O)OC)COC2